N[C@@]1(CN(CCC1)C1=NC2=C(N1CC1=NC=C(C=C1)C#N)C=CC=C2)C(=O)N (S)-3-amino-1-(1-((5-cyanopyridin-2-yl)methyl)-1H-benzo[d]imidazol-2-yl)piperidine-3-carboxamide